FC=1C(=NC(=NC1)N[C@H]1[C@@H](COCC1)O)C=1C=C(C=2N(C1)C(=C(N2)C(C)C)C(C)(C(C)C)O)F (3S,4R)-4-((5-fluoro-4-(8-fluoro-3-(2-hydroxy-3-methylbutan-2-yl)-2-isopropylimidazo[1,2-a]pyridin-6-yl)pyrimidin-2-yl)amino)tetrahydro-2H-pyran-3-ol